ClC1=C(C=CC(=C1)Cl)N1C(=NN=C1SCC)CCCO 3-(4-(2,4-dichlorophenyl)-5-(ethylsulfanyl)-4H-1,2,4-triazol-3-yl)propan-1-ol